tert-butyl-4-{[4-chloro-3-({1-[4-(trifluoromethyl)phenyl]-1H-indazol-4-yl}carbamoyl)benzyl]carbamoyl}piperidine C(C)(C)(C)N1CCC(CC1)C(NCC1=CC(=C(C=C1)Cl)C(NC1=C2C=NN(C2=CC=C1)C1=CC=C(C=C1)C(F)(F)F)=O)=O